7-amino-4-bromo-6-(7-fluoro-1H-indazol-4-yl)-9H-[1,3]thiazolo[4,5-h]quinolin-8-one NC=1C(NC=2C3=C(C(=CC2C1C1=C2C=NNC2=C(C=C1)F)Br)N=CS3)=O